F[P-](F)(F)(F)(F)F.FC=1C(=C(C=C(C1)F)[Ir+]C1=C(C(=CC(=C1)F)F)C1=NC=C(C=C1)C(F)(F)F)C1=NC=C(C=C1)C(F)(F)F bis[3,5-difluoro-2-[5-(trifluoromethyl)-2-pyridyl]phenyl]iridium (III) hexafluorophosphate